(S)-2-((4-(6-((4-chloro-2-fluorobenzofuran-7-yl)methoxy)pyridin-2-yl)cyclohexyl)methyl)-1-(oxetan-2-ylmethyl)-1H-thieno[2,3-d]imidazole-5-carboxylic acid ClC1=CC=C(C2=C1C=C(O2)F)COC2=CC=CC(=N2)C2CCC(CC2)CC=2N(C1=C(N2)SC(=C1)C(=O)O)C[C@H]1OCC1